4-((1-(4-(5-(trifluoromethyl)pyrimidin-2-yl)piperazine-1-carbonyl)cyclopentyl)amino)benzonitrile FC(C=1C=NC(=NC1)N1CCN(CC1)C(=O)C1(CCCC1)NC1=CC=C(C#N)C=C1)(F)F